[C@H]12N(C[C@H](NC1)C2)C2=CC=C(C=N2)N2N=C(C1=CC=CC(=C21)C)C=2C1=CN(N=C1C(=CC2F)F)C 1-{6-[(1R,4R)-2,5-diazabicyclo[2.2.1]heptan-2-yl]pyridin-3-yl}-5',7'-difluoro-2',7-dimethyl-1H,2'H-3,4'-biindazole